N-(4-fluoro-3-methylphenyl)-5-(2-((3-hydroxy-2,3-dimethylbutan-2-yl)amino)-2-oxoacetyl)-1,2,4-trimethyl-1H-pyrrole-3-carboxamide FC1=C(C=C(C=C1)NC(=O)C1=C(N(C(=C1C)C(C(=O)NC(C)(C(C)(C)O)C)=O)C)C)C